3-(3-cyclopropyl-4-(quinoxalin-2-yl)-1H-pyrazol-1-yl)propionic acid C1(CC1)C1=NN(C=C1C1=NC2=CC=CC=C2N=C1)CCC(=O)O